C(=C)C1=CC=C(CN2N=CN=N2)C=C1 2-(4-vinylbenzyl)-2H-tetrazole